ClC=1N=C(N2C1C=CC=C2)SCC chloro-3-(ethylthio)imidazo[1,5-a]pyridine